2,4'-oxydianiline O(C1=CC=C(N)C=C1)C1=C(N)C=CC=C1